tert-butyl 4-((4-(chlorocarbonyl)pyridin-3-yl)amino)piperidine-1-carboxylate ClC(=O)C1=C(C=NC=C1)NC1CCN(CC1)C(=O)OC(C)(C)C